O.S(=O)(=O)(O)O.CSC(N)=N.CSC(N)=N 2-methyl-2-thiopseudourea hemisulfate hemihydrate